COC(C(C)(C)C1COCC1C(C(=O)[O-])(C)C)=O methylTetrahydrofuran-3,4-diylbis(2-methylpropionate)